N-t-Butoxycarbonyl-S-Trityl-L-Cysteine C(C)(C)(C)OC(=O)N[C@@H](CSC(C1=CC=CC=C1)(C1=CC=CC=C1)C1=CC=CC=C1)C(=O)O